COC(=O)C1CC(C1N1CCOCC1)C 3-methyl-4-morpholinylcyclobutanecarboxylic acid methyl ester